3-Oxo-3-((3-(trifluoromethyl)phenyl)amino)propanoic acid O=C(CC(=O)O)NC1=CC(=CC=C1)C(F)(F)F